ClC=1C=CC=C(C1C=1C(=CC(=CC1)C(=O)OCC[Si](C)(C)C)C(=O)OC(C)(C)C)C(=O)OC 2-(tert-butyl) 2'-methyl 4-(2-(trimethylsilyl)ethyl) (S)-6'-chloro-[1,1'-biphenyl]-2,2',4-tricarboxylate